C(C(C)C)(=O)N1CCN(CC1)C=1C=2N(C=C(C1)S(=O)(=O)NC1(CC1)C)C(=NN2)C=2SC(=NN2)C(F)(F)F 8-(4-isobutyrylpiperazin-1-yl)-N-(1-methylcyclopropyl)-3-(5-(trifluoromethyl)-1,3,4-thiadiazol-2-yl)-[1,2,4]triazolo[4,3-a]pyridine-6-sulfonamide